OC1=CC=C(C=C1)N1C2CNCC1CC(C2)=O 9-(4-hydroxyphenyl)-3,9-diazabicyclo[3.3.1]nonan-7-one